Geranyl Hexanoate C(CCCCC)(=O)OC\C=C(/C)\CCC=C(C)C